COC1=C(OC2CCN(CC2)CC2CCN(CC2)C(=O)OC(C)(C)C)C=CC(=C1)C1=CN(C(C2=CN=CC=C12)=O)C tert-butyl 4-((4-(2-methoxy-4-(2-methyl-1-oxo-1,2-dihydro-2,7-naphthyridin-4-yl)phenoxy)piperidin-1-yl)methyl)piperidine-1-carboxylate